4-(2-Isobutyl-6-(trifluoromethyl)pyrimidine-4-carboxamido)-2-methylbenzoic acid C(C(C)C)C1=NC(=CC(=N1)C(=O)NC1=CC(=C(C(=O)O)C=C1)C)C(F)(F)F